2-(1-(5-(2-fluorophenyl)pyrimidin-2-yl)-3-methyl-1,2,3,6-Tetrahydropyridin-4-yl)-N-((S)-2-((6-oxo-5-(trifluoromethyl)-1,6-dihydropyridazin-4-yl)amino)propyl-Oxy)acetamide FC1=C(C=CC=C1)C=1C=NC(=NC1)N1CC(C(=CC1)CC(=O)NOC[C@H](C)NC=1C=NNC(C1C(F)(F)F)=O)C